tert-butyl (2-(4-nitro-1H-indazol-1-yl)ethyl)carbamate [N+](=O)([O-])C1=C2C=NN(C2=CC=C1)CCNC(OC(C)(C)C)=O